((2R,3S,4R,5R)-5-(4-aminopyrrolo[2,1-f][1,2,4]triazin-7-yl)-5-cyano-3,4-dihydroxytetrahydrofuran-2-yl)methyl ((R)-2-methoxy-3-(octadecyloxy)propyl) hydrogen phosphate P(=O)(OC[C@H]1O[C@@]([C@@H]([C@@H]1O)O)(C#N)C1=CC=C2C(=NC=NN21)N)(OC[C@@H](COCCCCCCCCCCCCCCCCCC)OC)O